3-bromo-N-(3-methoxy-2,6-dimethyl-phenyl)-5-nitro-pyridin-2-amine BrC=1C(=NC=C(C1)[N+](=O)[O-])NC1=C(C(=CC=C1C)OC)C